4-oxo-1H-quinazoline O=C1N=CNC2=CC=CC=C12